racemic-tert-butyl ((1R,3S,5S)-6-oxabicyclo[3.1.0]hexan-3-yl)carbamate [C@H]12CC(C[C@@H]2O1)NC(OC(C)(C)C)=O